COC=1C=C(C(C(=O)O)O)C=CC1 3-methoxymandelic acid